3-cyclopropyl-1-((4,4-dimethyloxetan-2-yl)methyl)-4-(trifluoromethyl)-1H-pyrazole C1(CC1)C1=NN(C=C1C(F)(F)F)CC1OC(C1)(C)C